4-(2-(((3-chlorophenyl)methyl)sulfonamido)-4-(4-(4-((6-(trifluoromethyl)pyridazin-3-yl)oxy)phenyl)piperidine-1-carbonyl)phenyl)-1-ethylpiperazin-1-ium (S)-2-hydroxypropanoate O[C@H](C(=O)[O-])C.ClC=1C=C(C=CC1)CS(=O)(=O)NC1=C(C=CC(=C1)C(=O)N1CCC(CC1)C1=CC=C(C=C1)OC=1N=NC(=CC1)C(F)(F)F)N1CC[NH+](CC1)CC